ClC=1C(=CC(=NC1)OC)C1=CC(=NN1)C(=O)N1CCC(CC1)(C(=O)NCC1=CC(=CC=C1)Cl)O (5-(5-chloro-2-methoxypyridin-4-yl)-1H-pyrazole-3-carbonyl)-N-(3-chlorobenzyl)-4-hydroxypiperidine-4-carboxamide